1-N-((6-ethoxy-2,3-difluorophenyl)methyl)-4-fluoro-6-methoxybenzene-1,3-diamine C(C)OC1=CC=C(C(=C1CNC1=CC(=C(C=C1OC)F)N)F)F